bis(2,2,6,6-tetramethyl-1-(octyloxy)-4-piperidinyl) decanedioate C(CCCCCCCCC(=O)OC1CC(N(C(C1)(C)C)OCCCCCCCC)(C)C)(=O)OC1CC(N(C(C1)(C)C)OCCCCCCCC)(C)C